2-(6-(5-chloro-2-((oxacyclohexan-4-yl)amino)pyrimidin-4-yl)-1-oxoisoindolin-2-yl)-N-((R)-1-(3-methoxyphenyl)ethyl)propanamide ClC=1C(=NC(=NC1)NC1CCOCC1)C1=CC=C2CN(C(C2=C1)=O)C(C(=O)N[C@H](C)C1=CC(=CC=C1)OC)C